S(O)(O)(=O)=O.[Pt] Platinum sulfuric acid